BrC1C2CC3C(C(OC13)=O)C2C(=O)[O-] 2-Bromo-5-oxo-4-Oxatricyclo[4.2.1.03,7]nonan-9-carboxylat